methyl (1R,3S)-3-((diphenylmethylene)amino)cyclopentane-1-carboxylate C1(=CC=CC=C1)C(C1=CC=CC=C1)=N[C@@H]1C[C@@H](CC1)C(=O)OC